C1(CC1)NS(=O)(=O)NC1=NC=CC(=C1F)CC1=CC(=C(N(C1=O)C)NC1=C(C=C(C=C1)I)F)C(=O)NOC(C)(C)C 5-[[2-(cyclopropylsulfamoylamino)-3-fluoropyridin-4-yl]methyl]-2-(2-fluoro-4-iodoanilino)-1-methyl-N-[(2-methylpropan-2-yl)oxy]-6-oxopyridine-3-carboxamide